ClC=1C=C(C=CC1)NC1=C(C=C(C(=O)O)C=C1)[N+](=O)[O-] 4-((3-chlorophenyl)amino)-3-nitrobenzoic acid